NS(=O)(=O)[O-] amino-sulfonate